C12CCC(CC1)C2 bicyclo[2.2.1]-heptane